3-(R)-pyrrolidone N1CC(CC1)=O